[N+](=O)([O-])C=1C=C2N=C(C(=NC2=CC1)NC1=CC(=CC=C1)C(F)(F)F)NC1=CC(=CC=C1)C(F)(F)F 6-nitro-N2,N3-bis(3-(trifluoromethyl)phenyl)quinoxaline-2,3-diamine